(3-methoxy-3-oxoprop-1-en-1-yl)triphenylphosphonium COC(C=C[P+](C1=CC=CC=C1)(C1=CC=CC=C1)C1=CC=CC=C1)=O